C(C)(=O)O[C@@H]1CN(CC1)C1=NC(=NC2=C(C(=C(C=C12)Cl)C1=NC(=CC(=C1I)C)N(CC1=CC=C(C=C1)OC)CC1=CC=C(C=C1)OC)F)F (3S)-1-(7-(6-(bis(4-methoxybenzyl)amino)-3-iodo-4-methylpyridin-2-yl)-6-chloro-2,8-difluoroquinazolin-4-yl)pyrrolidin-3-yl acetate